FC1=C2C(=CN=C1N1CC3(C1)CN(C3)C3COC3)NC(=C2C(C)C)C=2C(=C(C=3N(C2)N=CN3)C)C 6-(4-fluoro-3-isopropyl-5-(6-(oxetan-3-yl)-2,6-diazaspiro[3.3]hept-2-yl)-1H-pyrrolo[2,3-c]pyridin-2-yl)-7,8-dimethyl-[1,2,4]triazolo[1,5-a]pyridine